BrCC(=O)C1=CC=NC2=CC=C(N=C12)F 2-bromo-1-(6-fluoro-1,5-naphthyridin-4-yl)ethanone